CN1CCN(CC1)C=1NC=CC1 2-(4-methylpiperazin-1-yl)-1H-pyrrole